2,3,5,6-Tetra-(3,6-dimethyl-9-carbazolyl)-terephthalonitril CC=1C=CC=2N(C3=CC=C(C=C3C2C1)C)C1=C(C#N)C(=C(C(=C1N1C2=CC=C(C=C2C=2C=C(C=CC12)C)C)C#N)N1C2=CC=C(C=C2C=2C=C(C=CC12)C)C)N1C2=CC=C(C=C2C=2C=C(C=CC12)C)C